N-(2-chloro-4-fluoro-3-((5-fluoro-3-methyl-4-oxo-3,4-dihydroquinazolin-6-yl)amino)phenyl)-3-(difluoromethoxy)azetidine-1-sulfonamide ClC1=C(C=CC(=C1NC=1C(=C2C(N(C=NC2=CC1)C)=O)F)F)NS(=O)(=O)N1CC(C1)OC(F)F